(dimethylamino)-2-methylpropanoic acid CN(C)C(C(=O)O)(C)C